C(CC(CCCC=1OCCN1)C=1OCCN1)C=1OCCN1 2,2',2''-(hexane-1,3,6-triyl)tris(4,5-dihydro-oxazole)